CC1=CC(=NC(=C1)N)N 4-methyl-2,6-diaminopyridine